ClC1=CC=C(C=C1)C=1N=C(NC1C)C1=CSC=C1 4-(4-Chlorophenyl)-5-methyl-2-(3-thienyl)imidazole